N-{(2S,3R)-4,4-difluoro-1-(oxetane-2-carbonyl)-2-[(2,2',4'-trifluoro-5'-methyl-[1,1'-biphenyl]-3-yl)methyl]pyrrolidin-3-yl}ethanesulfonamide FC1([C@@H]([C@@H](N(C1)C(=O)C1OCC1)CC=1C(=C(C=CC1)C1=C(C=C(C(=C1)C)F)F)F)NS(=O)(=O)CC)F